tert-butyl (2-((3S,5S)-1-benzyl-5-((1,3-dioxoisoindolin-2-yl)methyl)pyrrolidin-3-yl)propan-2-yl)carbamate C(C1=CC=CC=C1)N1C[C@H](C[C@H]1CN1C(C2=CC=CC=C2C1=O)=O)C(C)(C)NC(OC(C)(C)C)=O